6-chloro-3-(((1R)-1-(2-cyano-3-(8-((dimethylamino)methyl)-6-oxa-9-azaspiro[4.5]decan-9-yl)-7-methylquinoxalin-5-yl)ethyl)amino)picolinic acid ClC1=CC=C(C(=N1)C(=O)O)N[C@H](C)C1=C2N=C(C(=NC2=CC(=C1)C)C#N)N1C(COC2(CCCC2)C1)CN(C)C